N-((6-[(diethylamino)methyl]imidazo[1,2-a]pyridin-2-yl)methyl)-4-oxo-4H-pyrido[1,2-a]pyrimidine-2-carboxamide C(C)N(CC)CC=1C=CC=2N(C1)C=C(N2)CNC(=O)C=2N=C1N(C(C2)=O)C=CC=C1